CC(C(=O)NS(=O)(=O)C1=CC=C(C=C1)C(F)(F)F)C 2-methyl-N-((4-(trifluoromethyl)phenyl)sulfonyl)propanamide